5-{[1-(2,4-dichlorophenyl)-1H-pyrazole-3-yl]oxy}-2-(methoxyimino)-N,3-dimethylpent-3-enamide ClC1=C(C=CC(=C1)Cl)N1N=C(C=C1)OCC=C(C(C(=O)NC)=NOC)C